2-((cis)-2,6-dimethylmorpholino)-6-(7-((4-methyl-3-(methylsulfonyl)benzamido)methyl)-1,6-naphthyridin-2-yl)isonicotinic acid C[C@@H]1O[C@@H](CN(C1)C=1C=C(C(=O)O)C=C(N1)C1=NC2=CC(=NC=C2C=C1)CNC(C1=CC(=C(C=C1)C)S(=O)(=O)C)=O)C